ClC1=C(C(=C(C=C1)N=C=O)C)Cl dichloro-methylphenyl isocyanate